4-[(3S)-4,4-difluoro-1-[(1S)-1-({1-[(2,3,4,5-tetrafluorophenyl)methyl]imidazol-4-yl}carbamoyl)ethyl]piperidin-3-yl]pyridin-1-ium-1-olate FC1([C@H](CN(CC1)[C@@H](C)C(NC=1N=CN(C1)CC1=C(C(=C(C(=C1)F)F)F)F)=O)C1=CC=[N+](C=C1)[O-])F